ethyl (((((1S,4R)-4-(4-amino-2-oxopyrimidin-1(2H)-yl)-1-ethylcyclopent-2-en-1-yl) oxy) methyl) (phenoxy) phosphoryl)-L-alaninate NC1=NC(N(C=C1)[C@H]1C=C[C@@](C1)(CC)OCP(=O)(OC1=CC=CC=C1)N[C@@H](C)C(=O)OCC)=O